7-Chloro-3,3,10,10-tetramethyl-9-phenyl-2,3,4a,10-tetrahydro-1H-indeno[1,2-c]pyrazolo[1,2-a]pyrazol-1-one ClC1=CC=2C(=C3C(N4N(C3(C)C)C(CC4(C)C)=O)C2C=C1)C1=CC=CC=C1